7-(4-((dimethylamino)methyl)-1H-benzo[d]imidazol-2-yl)-4-(1H-pyrrolo[2,3-b]pyridin-3-yl)isoindol-1-one CN(C)CC1=CC=CC=2NC(=NC21)C=2C=CC(=C1C=NC(C21)=O)C2=CNC1=NC=CC=C12